N[C@H]1C[C@H](CC1)C(=O)NCCN1C(C=CC1=O)=O (1S,3R)-3-amino-N-[2-(2,5-dioxo-2,5-dihydro-1H-pyrrol-1-yl)ethyl]cyclopentancarboxamid